5-bromo-4-chloro-6-(2,4-difluorophenyl)pyrimidin-2-amine-1-d manganese sulfate S(=O)(=O)([O-])[O-].[Mn+2].BrC=1C(=NC(N(C1C1=C(C=C(C=C1)F)F)[2H])N)Cl